(R)-2-((1-(tert-butoxycarbonyl)piperidin-3-yl)amino)-3-(methoxycarbonyl)pyridine 1-oxide C(C)(C)(C)OC(=O)N1C[C@@H](CCC1)NC1=[N+](C=CC=C1C(=O)OC)[O-]